CCCC[C@@H](C)[C@H]([C@H](C[C@@H](C)C[C@@H](CCCC[C@H](C[C@@H]([C@H](C)N)O)O)O)O)O The molecule is a pentol that is (3S,5R,10R,12S,14S,15R,16R)-12,16-dimethylicosane-3,5,10,14,15-pentol in which the pro-S hydrogen at position 2 is substituted by an amino group. It results from hydrolysis of the O-acyl bonds of fumonisin B1. It is a pentol and a primary amino compound. It is a conjugate base of a (2S,3S,5R,10R,12S,14S,15R,16R)-2-amino-12,16-dimethylicosane-3,5,10,14,15-pentol(1+).